rel-(1R,2S,5S)-2-(hydroxymethyl)-3-oxa-6-azabicyclo[3.1.1]heptane-6-carboxylic acid tert-butyl ester C(C)(C)(C)OC(=O)N1[C@@H]2CO[C@@H]([C@H]1C2)CO |o1:8,11,12|